CC1=NC(=CC(=N1)NC1=CC2=C(C=N1)C(NN2C=2C=NC=CC2)=O)C 6-((2,6-dimethylpyrimidin-4-yl)amino)-1-(pyridin-3-yl)-1,2-dihydro-3H-pyrazolo[4,3-c]pyridin-3-one